N-(2-(4-fluorophenyl)-2-methylpropanoyl)-O-(trans-3-(2-(5,6,7,8-tetrahydro-1,8-naphthyridin-2-yl)ethyl)cyclobutyl)homoserine FC1=CC=C(C=C1)C(C(=O)N[C@@H](CCO[C@@H]1C[C@H](C1)CCC1=NC=2NCCCC2C=C1)C(=O)O)(C)C